C(C(C)C)N1N=CC2=CC=CC=C12 1-isobutyl-1H-indazole